3-(5-fluoro-6-(piperazin-1-yl)pyridin-3-yl)piperidine-2,6-dione hydrochloride Cl.FC=1C=C(C=NC1N1CCNCC1)C1C(NC(CC1)=O)=O